NC=1C(=NC(=NC1)C(=O)N1[C@H](C2=C(NC=3C(=C(C=CC23)Cl)Cl)CC1)C)OC (S)-(5-amino-4-methoxypyrimidin-2-yl)(6,7-dichloro-1-methyl-1,3,4,5-tetrahydro-2H-pyrido[4,3-b]indol-2-yl)methanone